4-(6-(2,5-difluorophenyl)-6-(1-methyl-2-oxo-1,2-dihydropyridin-3-yl)hexa-1,3-diyne-1-yl)-2-((2-(dimethylamino)ethyl)(methyl)amino)pyrimidine-5-carboxamide FC1=C(C=C(C=C1)F)C(CC#CC#CC1=NC(=NC=C1C(=O)N)N(C)CCN(C)C)C=1C(N(C=CC1)C)=O